pyrazolodiazepine C1=CC2=NN=CC2=NN=C1